ClC=1C=NN(C(C1NCC1=CC=C(C=C1)OC)=O)CC(=O)O 2-[4-chloro-5-[(4-methoxyphenyl)methylamino]-6-oxo-pyridazin-1-yl]acetic acid